2,4-dimethyl-naphthol methyl-(R)-4-aminochromane-6-carboxylate C[C@H]1OC2=CC=C(C=C2C(C1)N)C(=O)OC1=C(C=C(C2=CC=CC=C12)C)C